6-[3-[(2-fluoro-6-methyl-3-pyridyl)amino]-7,8-dihydro-5H-1,6-naphthyridin-6-yl]-4,5-dimethyl-pyridazine-3-carbonitrile FC1=NC(=CC=C1NC=1C=NC=2CCN(CC2C1)C1=C(C(=C(N=N1)C#N)C)C)C